(S)-quinuclidin-3-yl((R)-5-(4-(tert-butoxy)phenyl)-2,2-dimethyl-2,3-dihydro-1H-inden-1-yl)carbamate N12C[C@H](C(CC1)CC2)OC(N[C@@H]2C(CC1=CC(=CC=C21)C2=CC=C(C=C2)OC(C)(C)C)(C)C)=O